(R)-ethyl 3-(5-formyl-2-((4-methoxybenzyl)oxy)phenyl)-2-hydroxypropanoate C(=O)C=1C=CC(=C(C1)C[C@H](C(=O)OCC)O)OCC1=CC=C(C=C1)OC